1-((1S,4S)-5-(4-((3-chloro-4-(cyclopropylmethoxy)-2-fluorophenyl)amino)pyrido[3,2-d]pyrimidin-6-yl)-2,5-diazabicyclo[2.2.2]octan-2-yl)prop-2-en-1-one ClC=1C(=C(C=CC1OCC1CC1)NC=1C2=C(N=CN1)C=CC(=N2)N2[C@@H]1CN([C@H](C2)CC1)C(C=C)=O)F